C1CCC2=C(C=CC=C12)C1=C(C=C2C(=N1)C(=NN2)C=2C=CC(=NC2)C2CCN(CC2)C(CO)=O)OC (4-(5-(5-(2,3-Dihydro-1H-inden-4-yl)-6-methoxy-1H-pyrazolo[4,3-b]pyridin-3-yl)pyridin-2-yl)piperidin-1-yl)-2-hydroxyethan-1-one